diethyl 2-[[4-[[1-(9H-fluoren-9-ylmethoxycarbonyl)-4-piperidyl]oxy]anilino]methylene]propanedioate C1=CC=CC=2C3=CC=CC=C3C(C12)COC(=O)N1CCC(CC1)OC1=CC=C(NC=C(C(=O)OCC)C(=O)OCC)C=C1